(S)-1-Methyl-2-((3-(1-(4'-(methylsulfonamido)-[1,1'-biphenyl]-4-yl)-2-oxo-1,2-dihydro-3H-imidazo[4,5-b]pyridin-3-yl)pyrrolidin-1-yl)methyl)-1H-imidazole-5-carboxylic Acid CN1C(=NC=C1C(=O)O)CN1C[C@H](CC1)N1C(N(C=2C1=NC=CC2)C2=CC=C(C=C2)C2=CC=C(C=C2)NS(=O)(=O)C)=O